[6-[(2R,3S,4S,5R)-2-carbamoyl-4,5-dimethyl-5-(trifluoromethyl)tetrahydrofuran-3-yl]-2,3-difluoro-phenyl] trifluoromethanesulfonate FC(S(=O)(=O)OC1=C(C(=CC=C1[C@H]1[C@@H](O[C@]([C@H]1C)(C(F)(F)F)C)C(N)=O)F)F)(F)F